N-(4-cyclobutyl-5-(2-fluorophenyl)-1-methyl-1H-pyrazol-3-yl)-2-(3,3-difluorocyclobutyl)acetamide C1(CCC1)C=1C(=NN(C1C1=C(C=CC=C1)F)C)NC(CC1CC(C1)(F)F)=O